stearylaminobenzoyl-acetic acid C(CCCCCCCCCCCCCCCCC)NC(C(=O)O)C(C1=CC=CC=C1)=O